(Z)-7-((2-aminomethyl-3-fluoroallyl)oxy)-3,4-dihydroisoquinolin-1(2H)-one trifluoroacetate FC(C(=O)O)(F)F.NC/C(/COC1=CC=C2CCNC(C2=C1)=O)=C/F